CC=1C2=C(C=C(CC(N)C)C1)OCO2 5-methyl-3,4-methylenedioxy-amphetamine